O=C[C@@H](O)[C@@H](O)[C@H](O)[C@H](O)CO |r| DL-mannose